tert-butyl (S)-(1-(2-bromo-4-chlorophenyl)piperidin-3-yl)(methyl)carbamate BrC1=C(C=CC(=C1)Cl)N1C[C@H](CCC1)N(C(OC(C)(C)C)=O)C